1-(2,4-dichlorophenyl)-3-methyl-1H-benzo[g]indazol-5-ol ClC1=C(C=CC(=C1)Cl)N1N=C(C2=CC(=C3C(=C12)C=CC=C3)O)C